4-Chloro-6-{1-[(2S)-1,1-dimethoxy-3-methylbutan-2-yl]azetidin-3-yl}-1-methyl-1H-indazole ClC1=C2C=NN(C2=CC(=C1)C1CN(C1)[C@H](C(OC)OC)C(C)C)C